C1(=CC=CC=C1)[C@H]1CC[C@H](CC1)OC[C@@H]1N(CCC[C@@H]1C1=NNC=C1)C(=O)OC(CF)CF 1,3-difluoropropan-2-yl (CIS)-2-((((CIS)-4-phenylcyclohexyl)oxy) methyl)-3-(1H-pyrazol-3-yl)piperidine-1-carboxylate